N-(1'-(2-(1,1-difluoroethyl)-6-(((1s,3s)-3-methoxycyclobutyl)amino)pyrimidin-4-yl)-1',2'-dihydrospiro[cyclopropane-1,3'-pyrrolo[3,2-c]pyridin]-6'-yl)acetamide FC(C)(F)C1=NC(=CC(=N1)N1CC2(C=3C=NC(=CC31)NC(C)=O)CC2)NC2CC(C2)OC